8-(2,3-Dimethylphenyl)-9-(4-((1-(3-fluoropropyl)azetidin-3-yliden)methyl)phenyl)-6,7-dihydro-5H-benzo[7]annulen CC1=C(C=CC=C1C)C=1CCCC2=C(C1C1=CC=C(C=C1)C=C1CN(C1)CCCF)C=CC=C2